3-amino-N-[(3R)-7-[(5S,9R)-9-amino-1-oxa-7-azaspiro[4.4]nonan-7-yl]-3,4-dihydro-2H-1-benzopyran-3-yl]-6-methylthieno[2,3-b]pyridine-2-carboxamide NC1=C(SC2=NC(=CC=C21)C)C(=O)N[C@H]2COC1=C(C2)C=CC(=C1)N1C[C@@]2(CCCO2)[C@@H](C1)N